4-methylisobenzofuran-1,3-dione CC1=C2C(OC(C2=CC=C1)=O)=O